N-tert-butoxycarbonyl-beta-alanyl-N'-acryloylhexamethylenediamine C(C)(C)(C)OC(=O)NCCCCCCNC(C=CC([C@@H](N)C)=O)=O